C(C)OC(=O)C1=C(NC2=CC=CC=C2C1=O)C1=C(C=C(C=C1C)C(C)(C)C)OC1=C(C=C(C=C1)F)OC 2-[4-tert-butyl-2-(4-fluoro-2-methoxy-phenoxy)-6-methyl-phenyl]-4-oxo-1H-quinoline-3-carboxylic acid ethyl ester